2-((1-(6-methyl-4-oxo-2-(pyridin-2-yl)-4H-chromen-8-yl)ethyl)amino)benzoic acid CC=1C=C2C(C=C(OC2=C(C1)C(C)NC1=C(C(=O)O)C=CC=C1)C1=NC=CC=C1)=O